5-(2-((2S,5R)-2-(4-fluorophenyl)-5-methyl-4-(1-methylcyclopropanecarbonyl)piperazin-1-yl)-2-oxoacetamido)-2-methoxynicotinamide FC1=CC=C(C=C1)[C@@H]1N(C[C@H](N(C1)C(=O)C1(CC1)C)C)C(C(=O)NC=1C=NC(=C(C(=O)N)C1)OC)=O